FC=1C=C(C=CC1)C(CN1CC2C(C1)CC(C2)(C2=CC(=CC=C2)OC)O)=O 1-(3-fluorophenyl)-2-[5-hydroxy-5-(3-methoxyphenyl)-octahydrocyclopenta[c]pyrrol-2-yl]ethan-1-one